4-bromo-3-hydroxypyridine-2-carbonitrile BrC1=C(C(=NC=C1)C#N)O